COC=1C=C(C=CC1OC)S(=O)(=O)NC1=C(C=CC=C1)C#CC1=CC=C(C(=O)O)C=C1 4-[2-(3,4-Dimethoxy-benzenesulfonyl-amino)-phenylethynyl]-benzoic acid